N4-(3,4-dimethoxybenzyl)-N2-isopropylquinazoline-2,4-diamine COC=1C=C(CNC2=NC(=NC3=CC=CC=C23)NC(C)C)C=CC1OC